((1s,3s)-3-hydroxy-3-methylcyclobutyl)(6-((6-(trifluoromethyl)-1H-pyrrolo[2,3-b]pyridin-1-yl)methyl)-2-azaspiro[3.3]hept-2-yl)methanone OC1(CC(C1)C(=O)N1CC2(C1)CC(C2)CN2C=CC=1C2=NC(=CC1)C(F)(F)F)C